C(C)(C)(C)OC(=O)N1CCC(CC1)C1=C(C=C(C(=O)O)C=C1)NS(=O)(=O)CC1=CC=CC=C1 4-(1-(tert-butoxycarbonyl)piperidin-4-yl)-3-((phenylmethyl)sulfonamido)benzoic acid